3-[5-(difluoromethyl)-1,3,4-thiadiazol-2-yl]-7-[4-(2-methylpropanoyl)piperazin-1-yl]-1,2,3-benzotriazole-5-sulfonyl fluoride FC(C1=NN=C(S1)N1N=NC2=C1C=C(C=C2N2CCN(CC2)C(C(C)C)=O)S(=O)(=O)F)F